C(=O)(OC(C)(C)C)NC1=NC(=C2N=CNC2=N1)Cl N-BOC-6-chloro-9H-purin-2-amine